C1(CC1)C=1C(=NON1)C(=O)N[C@H](C=1N=C2N(N=CC(=C2)C[C@H]2C(NC[C@H]2C)=O)C1)C1CCC(CC1)(F)F |o1:21,25| 4-Cyclopropyl-N-[(S)-(4,4-difluorocyclohexyl)-[7-[[(3R*,4S*)-4-methyl-2-oxo-pyrrolidin-3-yl]methyl]imidazo[1,2-b]pyridazin-2-yl]methyl]-1,2,5-oxadiazole-3-carboxamide